2-(6-Bromo-2-fluoro-3-((6-methylpyridin-2-yl)oxy)phenyl)acetonitrile BrC1=CC=C(C(=C1CC#N)F)OC1=NC(=CC=C1)C